3-(6-(1-(3-(4-(3-(4-chloro-3-cyclopropyl-1H-pyrrolo[2,3-b]pyridin-5-yl)phenyl)-3-oxopiperazin-1-yl)propyl)piperidin-4-yl)-1-methyl-1H-indazol-3-yl)piperidine-2,6-dione ClC1=C2C(=NC=C1C=1C=C(C=CC1)N1C(CN(CC1)CCCN1CCC(CC1)C1=CC=C3C(=NN(C3=C1)C)C1C(NC(CC1)=O)=O)=O)NC=C2C2CC2